ClC1=CC=C(C=C1)[C@H]([C@@H](C(=O)OCC=C)C)N1[C@](C2=C(C=C(C=C2C1=O)[C@](CC)(C1CCOCC1)O)F)(O)C1=CC=C(C=C1)Cl Prop-2-en-1-yl (2S,3S)-3-(4-chlorophenyl)-3-[(1S)-1-(4-chlorophenyl)-7-fluoro-1-hydroxy-5-[(1S)-1-hydroxy-1-(oxan-4-yl)propyl]-3-oxo-2,3-dihydro-1H-isoindol-2-yl]-2-methylpropanoate